N-(3-Propylcarbamoyloxirane-2-Carbonyl)-Isoleucyl-Proline C(CC)NC(=O)C1C(O1)C(=O)N[C@@H]([C@@H](C)CC)C(=O)N1[C@@H](CCC1)C(=O)O